tert-butyl (exo)-3-({6-[4-(2-methylpyridin-4-yl)-1H-indazol-7-yl] pyridazin-3-yl} oxy)-8-azabicyclo[3.2.1]octane-8-carboxylate CC1=NC=CC(=C1)C1=C2C=NNC2=C(C=C1)C1=CC=C(N=N1)OC1CC2CCC(C1)N2C(=O)OC(C)(C)C